ClC1=CC=C(N=N1)OCC=1C(=NOC1C)C=1C=NC=CC1 4-((6-chloropyridazin-3-yl)oxymethyl)-5-methyl-3-(3-pyridinyl)isoOxazole